COCC1=NN2C(S1)=NC(=C2CN2CC(=CC2=O)[C@@H]2[C@H](C2)C(F)(F)F)C(F)(F)F 1-[[2-(methoxymethyl)-6-(trifluoromethyl)imidazo[2,1-b][1,3,4]thiadiazol-5-yl]methyl]-3-[(1S,2S)-2-(trifluoromethyl)cyclopropyl]-2H-pyrrol-5-one